N-[(2S,3R)-2-[([1,1'-biphenyl]-3-yl)-methyl]-4,4-difluoro-1-(2-methyl-propanoyl)pyrrolidin-3-yl]methane-sulfonamide C1(=CC(=CC=C1)C[C@@H]1N(CC([C@@H]1NS(=O)(=O)C)(F)F)C(C(C)C)=O)C1=CC=CC=C1